3-[4-{5-(1H-pyrazol-4-yl)furan-2-carboxamido}-3-(pyridin-2-yl)-1H-pyrazol-1-yl]-N-propylazetidine-1-carboxamide N1N=CC(=C1)C1=CC=C(O1)C(=O)NC=1C(=NN(C1)C1CN(C1)C(=O)NCCC)C1=NC=CC=C1